FC(OC=1C=C2C=NN(C2=C(C1)C(=O)NC1CC2(CC(C2)CC(=O)O)C1)CC1=NC=C(N=C1)C1=CC(=CC(=C1)OC)F)F 2-(6-(5-(difluoromethoxy)-1-((5-(3-fluoro-5-methoxyphenyl)pyrazin-2-yl)methyl)-1H-indazole-7-carboxamido)spiro[3.3]heptan-2-yl)acetic acid